1-(6-(ethoxycarbonyl)-2-morpholinyloxazolo[5,4-g]quinolin-7-yl)pyridine C(C)OC(=O)C1=NC=2C=C3C(=CC2C=C1N1CC=CC=C1)OC(=N3)N3CCOCC3